The molecule is the hydrochloride salt of acebutolol, prepared using equimolar amounts of acebutolol and hydrogen chloride. It has a role as an anti-arrhythmia drug, a beta-adrenergic antagonist, an antihypertensive agent and a sympathomimetic agent. It contains an acebutolol(1+). CCCC(=O)NC1=CC(=C(C=C1)OCC(CNC(C)C)O)C(=O)C.Cl